2-(1H-imidazol-1-yl)-2-methylpropan-1-ol N1(C=NC=C1)C(CO)(C)C